NC1=C(C=C(CC2(CC2)C(=O)OCC)C=C1)I ethyl 1-(4-amino-3-iodobenzyl)cyclopropane-1-carboxylate